(S)-N-(4-cyclobutyl-3-(3,3-difluorocyclobutyl)-1-methyl-1H-pyrazol-5-yl)-2-hydroxy-2-phenylpropanamide C1(CCC1)C=1C(=NN(C1NC([C@](C)(C1=CC=CC=C1)O)=O)C)C1CC(C1)(F)F